(4aS,9aR)-8-fluoro-7-(trifluoromethyl)-2,3,4,4a,9,9a-hexahydroindeno[2,1-b][1,4]oxazine hydrochloride Cl.FC=1C=2C[C@H]3OCCN[C@H]3C2C=CC1C(F)(F)F